6-methylpyrazin CC1=CN=CC=N1